Tert-Butyl 6-fluoro-7-(hydroxymethyl)-3,4-dihydro-(1H)-isoquinoline-2-carboxylate FC=1C=C2CCN(CC2=CC1CO)C(=O)OC(C)(C)C